(E)-1-phenyl-2-nonene C1(=CC=CC=C1)C\C=C\CCCCCC